3-chloro-6,7,8,9-tetrahydropyrido[3',2':4,5]pyrrolo[1,2-a]pyrazine ClC1=CC=2C=C3N(CCNC3)C2N=C1